N-(4-((2-(1,1-difluoroethyl)-6-(2-methylimidazo[1,2-b]pyridazin-6-yl)pyrimidin-4-yl)amino)-5-methoxypyridin-2-yl)acetamide FC(C)(F)C1=NC(=CC(=N1)NC1=CC(=NC=C1OC)NC(C)=O)C=1C=CC=2N(N1)C=C(N2)C